C(#N)C=1C=C(C=CC1)C=1N=C(SC1C1=CC(=NC(=C1)C)C)NC(=O)N1CC(NCC1)(C)C N-[4-(3-cyanophenyl)-5-(2,6-dimethyl-4-pyridinyl)thiazol-2-yl]-3,3-dimethyl-piperazine-1-carboxamide